ClC=1C=C2C=NN(C2=C(C1)C(=O)NC1CC2(CC(C2)CC(=O)O)C1)CC=1C=NC(=NC1)C1=CC(=CC(=C1)OC)F 2-(6-(5-chloro-1-((2-(3-fluoro-5-methoxyphenyl)pyrimidin-5-yl)methyl)-1H-indazole-7-carboxamido)spiro[3.3]heptan-2-yl)acetic acid